CC=1N=C(C(=NC1C1=C2C(=CN=N1)N(C=N2)C)C(=O)N)NC2=CC=C(C=C2)N2CCOCC2 5-Methyl-6-(1-methylimidazo[4,5-d]pyridazin-4-yl)-3-(4-morpholinoanilino)pyrazine-2-carboxamide